ClC=1C(=C(C(=O)NC2=C(C=C(C(=C2)Cl)C(C#N)C2=CC=C(C=C2)Cl)C)C=CC1)OC 3-chloro-N-(5-chloro-4-((4-chlorophenyl)(cyano)methyl)-2-methylphenyl)-2-methoxybenzamide